dioctadecyldi-methylammonium C(CCCCCCCCCCCCCCCCC)[N+](C)(C)CCCCCCCCCCCCCCCCCC